C(C)(C)(C)OC(=O)N(C(OC(C)(C)C)=O)C=1C2=C(N=CN1)N(C=C2C2=CC=C(C1=C2C=CO1)NC(=O)NC1=CC(=NO1)C(C)(C)C)C1CC1 tert-butyl (tert-butoxycarbonyl)(5-(7-(3-(3-(tert-butyl)isoxazol-5-yl)ureido)benzofuran-4-yl)-7-cyclopropyl-7H-pyrrolo[2,3-d]pyrimidin-4-yl)carbamate